(6-chloro-2,2-dimethyl-3H-benzofuran-5-yl)methanol ClC1=CC2=C(CC(O2)(C)C)C=C1CO